[Cl-].C(=O)(O)C1C(CCC2=CC=C(C=C12)OC1=C(C=CC=C1)C1=C(C=C(C=C1)F)F)[NH3+] Carboxy-7-((2',4'-difluoro-[1,1'-biphenyl]-2-yl)oxy)-1,2,3,4-tetrahydronaphthalene-2-aminium chloride